BrC=1C(=C(C(=O)OC)C(=CC1)C)Cl methyl 3-bromo-2-chloro-6-methylbenzoate